(R)-Fmoc-2-amino-3-(2-tert-butoxycarbonylhexylsulfonyl)-propionic acid C(=O)(OCC1C2=CC=CC=C2C2=CC=CC=C12)[C@](C(=O)O)(CS(=O)(=O)CC(CCCC)C(=O)OC(C)(C)C)N